1-(2-(dimethylamino)ethyl)-N1,N2,N2-trimethyl-N4-(4-(1-methyl-1H-indol-3-yl)-7H-pyrrolo[2,3-d]pyrimidin-2-yl)benzene-1,2,4-triamine CN(CCC1(C(C=C(C=C1)NC=1N=C(C2=C(N1)NC=C2)C2=CN(C1=CC=CC=C21)C)N(C)C)NC)C